7-methyl-2'-O-[2,2-dimethyl-(R/S)-1-(2-nitrophenyl)propoxy]Methyl-guanosine C[N+]1=CN([C@H]2[C@H](OCO[C@H](C(C)(C)C)C3=C(C=CC=C3)[N+](=O)[O-])[C@H](O)[C@@H](CO)O2)C=2N=C(NC(C12)=O)N |&1:9|